Cyclohexylmethyl-1,2-propanediamine C1(CCCCC1)CC(C(C)N)N